Tert-butyl 4-(2-(4-(9-benzyl-6-(1-methylcyclopropoxy)-9H-purin-8-yl)-2,3-dichlorophenoxy)ethyl)piperazine-1-carboxylate C(C1=CC=CC=C1)N1C2=NC=NC(=C2N=C1C1=C(C(=C(OCCN2CCN(CC2)C(=O)OC(C)(C)C)C=C1)Cl)Cl)OC1(CC1)C